4-(5-(2-(trifluoromethyl)morpholino)-1H-pyrrolo[2,3-b]pyridin-3-yl)pyridin-2(1H)-one FC(C1OCCN(C1)C=1C=C2C(=NC1)NC=C2C2=CC(NC=C2)=O)(F)F